CC(CC(C)C1=CC=C(C=C1)O)(CC(C)(C1=CC=C(C=C1)O)C)C1=CC=C(C=C1)O 4,6-Dimethyl-2,4,6-tris-(4-hydroxyphenyl)-heptan